ClC1=C(C=CC=C1Cl)C1=NNC2=NC(=CN=C21)N2CCNCC2 1-[3-(2,3-dichlorophenyl)-1H-pyrazolo[3,4-b]pyrazine-6-yl]piperazine